4,4'',5'-tri-tert-butyl-[1,1':3',1''-terphenyl]-2'-amine C(C)(C)(C)C1=CC=C(C=C1)C1=C(C(=CC(=C1)C(C)(C)C)C1=CC=C(C=C1)C(C)(C)C)N